(S)-methyl-2-((S)-2-(4-methoxy-1H-indole-2-carbonyl)-2-azaspiro[4.4]nonane-3-carboxamido)-3-((S)-2-oxopyrrolidin-3-yl)propanoate COC([C@H](C[C@H]1C(NCC1)=O)NC(=O)[C@H]1N(CC2(C1)CCCC2)C(=O)C=2NC1=CC=CC(=C1C2)OC)=O